FC(C1=CC(=NO1)C1=C2C(C(=NN(C2=CC=C1)C1=CC=C(C=C1)OC(F)(F)F)C(=O)OCC)=O)F ethyl 5-[5-(difluoromethyl)isoxazol-3-yl]-4-oxo-1-[4-(trifluoromethoxy)phenyl]cinnoline-3-carboxylate